3-[5-(1,3-dioxolan-2-yl)pyridin-2-yl]-2-methoxyaniline O1C(OCC1)C=1C=CC(=NC1)C=1C(=C(N)C=CC1)OC